C12(CC3CC(CC(C1)C3)C2)NCCCC#CC=2C=CC=3N(C2)C(=CN3)N3C(NC(CC3)=O)=O 1-(6-(5-((adamantan-1-yl)amino)pent-1-yn-1-yl)imidazo[1,2-a]pyridin-3-yl)dihydropyrimidine-2,4(1H,3H)-dione